N1(CCNCC1)C=1SCC(N1)=O (1-piperazinyl)thiazol-4(5H)-one